S1C=CC2=C1[C@@H](OCC21CC1)CNC (S)-1-(5'H,7'H-spiro[cyclopropane-1,4'-thieno[2,3-c]pyran]-7'-yl)-N-methyl-methylamine